COC(=O)[C@H]1N(C[C@@H](C1)OC(F)F)C(=O)OC(C)(C)C (2S,4R)-4-(difluoromethoxy)pyrrolidine-1,2-dicarboxylic acid 1-(tert-butyl) 2-methyl ester